C(C)(C)(C)OC(=O)N(C)C(C(=O)O)OC ((tert-butoxycarbonyl)-(methyl)amino)-2-methoxyacetic acid